C1C=2N(CCN1)CCC2 (8aR)-hexahydropyrrolo[1,2-a]Pyrazine